(R)-butane-1,3-diylbis(2-oxopropionate) C(C[C@@H](C)CC(C(=O)[O-])=O)CC(C(=O)[O-])=O